2-methyl-4'-(methylthio)-2-morpholinoacetophenone CC(C(=O)C1=CC=C(C=C1)SC)N1CCOCC1